N1(C=NC=C1)CC1=CC(=CC=C1)CN1C=NC=C1 1,3-bis(1H-imidazole-1-ylmethyl)benzene